L-arginine ethyl ester C(C)OC([C@@H](N)CCCNC(N)=N)=O